((((2S,3R)-3-ethyl-5-oxopyrrolidin-2-yl)methyl)amino)-7-methoxy-4-(prop-1-yn-1-yl)isoquinoline-6-carboxamide C(C)[C@H]1[C@H](NC(C1)=O)CNC1=NC=C(C2=CC(=C(C=C12)OC)C(=O)N)C#CC